C(C=CC=CC)#N hexadienenitrile